ClC=1C=C2C=CN(C2=CC1Cl)CCCCC1=CC(=NO1)C(=O)NO 5-(4-(5,6-dichloro-1H-indol-1-yl)butyl)-N-hydroxyisoxazole-3-carboxamide